ClCC=1C(C(CCN1)OCC(F)(F)F)C 6-(chloromethyl)-5-methyl-4-(2,2,2-trifluoroethoxy)-2,3,4,5-tetrahydropyridine